C1(=CC=CC=C1)[C@H]1N(OCC1)C(=O)N1CCCC1 (3S)-3-phenyl-2-(pyrrolidine-1-carbonyl)-1,2-oxazolidine